(4R,5S,7R,8R,9S,10R)-4-(4-(2-chlorophenyl)-1H-1,2,3-triazol-1-yl)-7-(hydroxymethyl)-9-(4-(3,4,5-trifluorophenyl)-1H-1,2,3-triazol-1-yl)-1,6-dioxaspiro[4.5]decane-8,10-diol ClC1=C(C=CC=C1)C=1N=NN(C1)[C@@H]1CCO[C@]12O[C@@H]([C@@H]([C@@H]([C@H]2O)N2N=NC(=C2)C2=CC(=C(C(=C2)F)F)F)O)CO